7-benzylguanosine C(C1=CC=CC=C1)[N+]1=CN([C@H]2[C@H](O)[C@H](O)[C@@H](CO)O2)C=2N=C(NC(C12)=O)N